CC(C)(C(CC(C(C)(C)C)=O)=O)C.[K] potassium 2,2,6,6-tetramethylheptane-3,5-dione